4-(trifluoromethoxy)dibenzo[b,f][1,4]oxazepin-11(10H)-one FC(OC1=CC=CC=2C(NC3=C(OC21)C=CC=C3)=O)(F)F